FC=1C(=C(NC2=C(NC3=C2C(NCC3)=O)C3=C(C=NC=C3)OC[C@H]3OCC3)C=CC1)OC 3-(3-fluoro-2-methoxyanilino)-2-(3-{[(2S)-oxetan-2-yl]methoxy}pyridin-4-yl)-1,5,6,7-tetrahydro-4H-pyrrolo[3,2-c]pyridin-4-one